6,6-dimethyl-3-((7-(2-methyl-3-(((S)-pyrrolidin-3-yl)oxy)-6-(trifluoromethyl)pyridin-4-yl)thieno[3,2-b]pyridin-2-yl)methyl)-3-azabicyclo[3.1.0]hexane-2,4-dione 2,2,2-trifluoroacetate FC(C(=O)O)(F)F.CC1(C2C(N(C(C12)=O)CC1=CC2=NC=CC(=C2S1)C1=C(C(=NC(=C1)C(F)(F)F)C)O[C@@H]1CNCC1)=O)C